6-(3-(methoxymethoxy)-4-(4,4,5,5-tetramethyl-1,3,2-dioxaborolan-2-yl)phenyl)-2-methyl-8-(trifluoromethyl)imidazo[1,2-a]pyridine COCOC=1C=C(C=CC1B1OC(C(O1)(C)C)(C)C)C=1C=C(C=2N(C1)C=C(N2)C)C(F)(F)F